CC(C)(C)SN 2-methyl-2-Propanesulfenamide